O[C@]1(CN2[C@H](CO1)CN(CC2)C=O)C=2C=NC(=CC2)C(F)(F)F ((3R,9aS)-3-hydroxy-3-(6-(trifluoromethyl)pyridin-3-yl)hexahydropyrazino[2,1-c][1,4]oxazin-8(1H)-yl)methanone